C(CCCCCCC)OP(OCCCCCCCC)OCCCCCCCC Trioctyloxyphosphorus